CC1=CC=C(C=C1)C1C2=C(NC3=C(O1)C=CC=C3)C3=CC=CC=C3C2 11-(4-methylphenyl)-5,11-dihydro-12H-benzo[b]indeno[1,2-e][1,4]oxazepine